BrC1=C(C=C(C=C1)CO)COC1=CC(=CC=C1)CO[Si](C)(C)C(C)(C)C (4-bromo-3-((3-((tert-butyl(dimethyl)silyl)oxymethyl)phenoxy)methyl)phenyl)methanol